N-(2,4-dinitrophenyl)-3-(2-furyl)pyridine [N+](=O)([O-])C1=C(C=CC(=C1)[N+](=O)[O-])N1CC(=CC=C1)C=1OC=CC1